ClC=1C(=NC=C2C=C(C=NC12)C=1C=C(C=CC1C)NC(=O)C1=CC(=NC=C1)C1(CC1)F)NC N-[3-[8-chloro-7-(methylamino)-1,6-naphthyridin-3-yl]-4-methyl-phenyl]-2-(1-fluorocyclopropyl)pyridine-4-carboxamide